[Si](C1=CC=CC=C1)(C1=CC=CC=C1)(C(C)(C)C)OCC(CN1[C@@H](C=2NC3=CC=CC=C3C2C[C@H]1C)C1=CN=C(S1)O[C@H]1CNC[C@@H]1F)(F)F 5-((1S,3R)-2-(3-((tert-butyldiphenylsilyl)oxy)-2,2-difluoropropyl)-3-methyl-2,3,4,9-tetrahydro-1H-pyrido[3,4-b]indol-1-yl)-2-(((3S,4S)-4-fluoropyrrolidin-3-yl)oxy)thiazole